COC(CCC1=CN(C2=CC=CC=C12)[Si](C(C)C)(C(C)C)C(C)C)=O 3-(1-(triisopropylsilyl)-1H-indol-3-yl)propionic acid methyl ester